CN1N=CC(=C1C1=CC=2N(C=C1)N=C(C2)NC(=O)C2CC2)OC[C@@H]2NC[C@@H]2C N-(5-(1-methyl-4-(((2R,3S)-3-methylazetidin-2-yl)methoxy)-1H-pyrazol-5-yl)pyrazolo[1,5-a]pyridin-2-yl)cyclopropanecarboxamide